3-chloro-2'-[5-cyclopropyl-2-(2-hydroxypropan-2-yl)pyrimidin-4-yl]-4-hydroxy-5',6-dimethyl-[1,4'-bipyridin]-2-one ClC=1C(N(C(=CC1O)C)C1=CC(=NC=C1C)C1=NC(=NC=C1C1CC1)C(C)(C)O)=O